methyl 2-chloro-3-(cyclopropanecarbonylamino)-4-(trifluoromethoxy)benzoate ClC1=C(C(=O)OC)C=CC(=C1NC(=O)C1CC1)OC(F)(F)F